4'-((1R,5S)-3,8-diazabicyclo[3.2.1]octan-8-yl)-2'-(((S)-1-isopropylpyrrolidin-2-yl)methoxy)-2,3,5',8'-tetrahydro-6'H-spiro[phenalene-1,7'-quinazoline] [C@H]12CNC[C@H](CC1)N2C2=NC(=NC=1CC3(CCC21)CCC2=CC=CC1=CC=CC3=C21)OC[C@H]2N(CCC2)C(C)C